C(C)C1=C(C=C(C(=O)NCC=2C=NN(C2)C)C=C1)NS(=O)(=O)C1=CC=C(C=C1)C 4-Ethyl-N-((1-methyl-1H-pyrazol-4-yl)methyl)-3-((4-methylphenyl)sulfonylamino)benzamide